1-(3-(5-fluoropyridin-2-yl)-5-(hydroxymethyl-d2)-1H-pyrazol-1-yl)-2-(methyl-d3)propan-1,1,3,3,3-d5-2-ol FC=1C=CC(=NC1)C1=NN(C(=C1)C([2H])([2H])O)C(C(C([2H])([2H])[2H])(O)C([2H])([2H])[2H])([2H])[2H]